dimethyl-isopropyl-silicon acetate C(C)(=O)[O-].C[Si+](C(C)C)C